5-(spiro[cyclohexane-1,3'-indolin]-6'-yl)benzamide N1CC2(C3=CC=C(C=C13)C=1C=CC=C(C(=O)N)C1)CCCCC2